CN(C1=CC=C(OC2=CC(=C(C=C2C)NC2=NC=NC3=CC(=C(C=C23)NC(/C(=C\[C@@H]2N(CCC2)C)/F)=O)OC)OC)C=C1)C (R,E)-N-(4-((4-(4-(dimethylamino)phenoxy)-2-methoxy-5-methylphenyl)amino)-7-methoxyquinazolin-6-yl)-2-fluoro-3-(1-methylpyrrolidin-2-yl)acrylamide